ClC=1C=C2CN(C(C2=CC1)=O)C1=CC(=CC=C1)C(C)SC1=NN=CN1C 5-chloro-2-(3-(1-((4-methyl-4H-1,2,4-triazol-3-yl)thio)ethyl)phenyl)isoindolin-1-one